(6S,9as)-hexahydro-6-[(4-hydroxyphenyl)methyl]-8-(1-naphthylmethyl)-4,7-dioxo-N-(benzyl)-2H-pyrazino[1,2-a]pyrimidine-1(6H)-carboxamide OC1=CC=C(C=C1)C[C@H]1C(N(C[C@H]2N1C(CCN2C(=O)NCC2=CC=CC=C2)=O)CC2=CC=CC1=CC=CC=C21)=O